C(C)(C)(C)OC(=O)N1CCC(CC1)(C)OCC=1N=C(SC1)N(CC1=C(C=C(C=C1)OC)OC)C(=O)OC(C)(C)C 4-({2-[(tert-Butoxycarbonyl)(2,4-dimethoxybenzyl)amino]-1,3-thiazol-4-yl}methoxy)-4-methylpiperidine-1-carboxylic acid tert-butyl ester